1-(5-hydroxy-2-(5-p-tolyl-1H-imidazol-2-yl)piperidin-1-yl)-2-methylbutan-1-one OC1CCC(N(C1)C(C(CC)C)=O)C=1NC(=CN1)C1=CC=C(C=C1)C